7-(8-fluoro-2-methylimidazo[1,2-a]pyridin-6-yl)-2-(piperazin-1-yl)-4H-pyrido[1,2-a]pyrimidin-4-one FC=1C=2N(C=C(C1)C=1C=CC=3N(C(C=C(N3)N3CCNCC3)=O)C1)C=C(N2)C